C1CC(C2=C(C3=CC=CC=C3N=C2C1)N)O n4-hydroxylamine